(2S,4R)-methyl 1-{(S)-2-[(tert-butoxycarbonyl) amino]-3,3-dimethylbutyryl}-4-hydroxypyrrolidine-2-carboxylate C(C)(C)(C)OC(=O)N[C@H](C(=O)N1[C@@H](C[C@H](C1)O)C(=O)OC)C(C)(C)C